(S)-N-(3,3-difluoropropyl)-N-(5-(5,6,7,8-tetrahydro-1,8-naphthyridin-2-yl)pentyl)pyrrolidin-3-amine FC(CCN([C@@H]1CNCC1)CCCCCC1=NC=2NCCCC2C=C1)F